CC1(COC2=C(O1)C=CC(=C2)C(C)N2C[C@@H](N(C[C@H]2C)C=2C=1C(N(C(C2)=O)C)=CN(N1)C1OCCCC1)C)C 7-((2S,5R)-4-(1-(2,2-dimethyl-2,3-dihydrobenzo[b][1,4]dioxin-6-yl)ethyl)-2,5-dimethylpiperazin-1-yl)-4-methyl-2-(tetrahydro-2H-pyran-2-yl)-2,4-dihydro-5H-pyrazolo[4,3-b]pyridin-5-one